phenyl[(biphenylyl)benzselenophenyl](dimethylfluorenyl)triazine C1(=CC=CC=C1)C1=C(C(=NN=N1)C1=C(C(=CC=2C3=CC=CC=C3CC12)C)C)C=1[Se]C2=C(C1C1=C(C=CC=C1)C1=CC=CC=C1)C=CC=C2